FC1(CC1)C(=O)N[C@H](C(=O)N1[C@@H](C[C@H](C1)O)C(=O)NCC1=C(OCCCC(=O)OC)C=C(C=C1)C1=C(N=CS1)C)C(C)(C)C Methyl 4-(2-(((2S,4R)-1-((S)-2-(1-fluorocyclopropanecarboxamido)-3,3-dimethylbutanoyl)-4-hydroxypyrrolidine-2-carboxamido)methyl)-5-(4-methylthiazol-5-yl)phenoxy)butanoate